3-(4-cyano-2-methoxy-phenoxy)-6-(4-cyanophenyl)-5-methyl-pyridazine-4-carboxylic acid methyl ester COC(=O)C1=C(N=NC(=C1C)C1=CC=C(C=C1)C#N)OC1=C(C=C(C=C1)C#N)OC